C(C)(C)(C)OC(=O)N1C2=C(OC(C1)CO)C(=CC=C2)Br 8-bromo-2-(hydroxymethyl)-2,3-dihydro-4H-benzo[b][1,4]oxazine-4-carboxylic acid tert-butyl ester